5-Bromopyridin-3-yl 2,4,6-tri-O-acetyl-3-deoxy-3-[4-(3-thienyl)-1H-1,2,3-triazol-1-yl]-1-thio-alpha-D-galactopyranoside C(C)(=O)O[C@H]1[C@@H](SC=2C=NC=C(C2)Br)O[C@@H]([C@@H]([C@@H]1N1N=NC(=C1)C1=CSC=C1)OC(C)=O)COC(C)=O